Cresolformaldehyd C=1(C(=CC=CC1O)C=O)C